(2S)-2-amino-N-((5-chloro-8-hydroxyquinolin-7-yl)(pyridin-3-yl)methyl)-3,3-dimethylbutanamide N[C@H](C(=O)NC(C=1C=NC=CC1)C1=CC(=C2C=CC=NC2=C1O)Cl)C(C)(C)C